COC1=CC(=CC2=C1O[C@H]([C@@H](O2)C)C=2C=NC(=CC2)OC)CN2C=NC=1C2=NC(=CC1)[2H] |r| (+/-)-3-(((trans)-8-methoxy-2-(6-methoxypyridin-3-yl)-3-methyl-2,3-dihydrobenzo[b][1,4]dioxin-6-yl)methyl)-3H-imidazo[4,5-b]pyridine-5-d